C1(CCCC1)C1=CC(=NO1)CNC(=O)[C@H]1N(C[C@@H](C1)O)C([C@H](C(C)(C)C)N1N=NC(=C1)C1CC1)=O (2S,4R)-N-[(5-cyclopentylisoxazol-3-yl)methyl]-1-[(2S)-2-(4-cyclopropyltriazol-1-yl)-3,3-dimethyl-butanoyl]-4-hydroxy-pyrrolidine-2-carboxamide